C(CCCCCCCCCCC)N1CCOC(CC1=O)=O 4-dodecyl-1,4-oxazepane-5,7-dione